6-[(1S)-1-{[(1-hydroxycyclobutyl)methyl]amino}ethyl]-4-(trifluoromethyl)-3H-isoindol-1-one OC1(CCC1)CN[C@@H](C)C1=CC(=C2CNC(C2=C1)=O)C(F)(F)F